ClC1=CC=CC(=C1Cl)C(C(F)(F)F)(C(F)(F)F)O 2,3-dichloro-4-(1,1,1,3,3,3-hexafluoro-2-hydroxypropan-2-yl)benzene